piperidine-1,4-dicarboxylic acid O4-benzyl ester O1-tert-butyl ester C(C)(C)(C)OC(=O)N1CCC(CC1)C(=O)OCC1=CC=CC=C1